3-(4-(4-bromobutylsulfanyl)-1-oxoisoindolin-2-yl)piperidine-2,6-dione BrCCCCSC1=C2CN(C(C2=CC=C1)=O)C1C(NC(CC1)=O)=O